2-((1s,2r)-1-(2-chloro-5-fluorophenyl)-1-(4-methyl-1H-pyrazol-1-yl)propan-2-yl)-5-hydroxy-N-(isoxazol-4-yl)-1-methyl-6-oxo-1,6-dihydropyrimidine-4-carboxamide ClC1=C(C=C(C=C1)F)[C@H]([C@@H](C)C=1N(C(C(=C(N1)C(=O)NC=1C=NOC1)O)=O)C)N1N=CC(=C1)C